F\C(=C/CNC(OC(C)(C)C)=O)\CSC1=C(C=CC=C1)O (Z)-tert-butyl (3-fluoro-4-((2-hydroxyphenyl)thio)but-2-en-1-yl)carbamate